N-cyclopropyl-6-methyl-5-(piperazin-1-yl)picolinamide C1(CC1)NC(C1=NC(=C(C=C1)N1CCNCC1)C)=O